[Si](C1=CC=CC=C1)(C1=CC=CC=C1)(C(C)(C)C)O[C@@H]1C[C@@]2(CC(CN2C1)=C)C(=O)OC methyl (2R,7aS)-2-((tert-butyldiphenylsilyl) oxy)-6-methylenetetrahydro-1H-pyrrolizine-7a(5H)-carboxylate